C1=CC=CC=2C3=CC=CC=C3C(C12)COC(=O)N(CC(=O)O)CCCOC(F)(F)F 2-({[(9H-fluoren-9-yl)methoxy]carbonyl}[3-(trifluoromethoxy)propyl]amino)acetic acid